(R)-5-(4-(2-methoxyethoxy)-6-(3-methoxytetrahydrofuran-3-yl)pyridine-2-yl)-7-methylpyrrolo[1,2-c]pyrimidin-3-amine COCCOC1=CC(=NC(=C1)[C@]1(COCC1)OC)C=1C=C(N2C=NC(=CC21)N)C